(S)-5-((S)-2-(3-(tert-butyl)ureido)-3,3-dimethylbutanoyl)-N-((S)-1-oxo-3-((S)-2-oxopyrrolidin-3-yl)propan-2-yl)-5-azaspiro[2.4]heptane-6-carboxamide C(C)(C)(C)NC(N[C@H](C(=O)N1CC2(CC2)C[C@H]1C(=O)N[C@H](C=O)C[C@H]1C(NCC1)=O)C(C)(C)C)=O